1-(4-Bromo-2-(1H-tetrazol-5-yl)phenyl)pentan-1-ol sodium salt [Na].BrC1=CC(=C(C=C1)C(CCCC)O)C1=NN=NN1